NC=1SC2=C(N1)C=CC(=C2)C2=CC1=C(N(CCN1C(=O)OC1CCCCC1)C)N=C2 cyclohexyl 7-(2-aminobenzo[d]thiazol-6-yl)-4-methyl-3,4-dihydropyrido[2,3-b]pyrazine-1(2H)-carboxylate